Methyl (2-(4-(benzo[d]oxazol-2-yl)-5-hydroxy-1-methyl-6-oxo-1,6-dihydropyrimidin-2-yl)-1-cyclobutyl-1H-benzo[d]imidazol-6-yl)carbamate O1C(=NC2=C1C=CC=C2)C=2N=C(N(C(C2O)=O)C)C2=NC1=C(N2C2CCC2)C=C(C=C1)NC(OC)=O